(5R,8S)-4-(benzyloxy)-1-fluoro-6,7,8,9-tetrahydro-5H-5,8-epiminocyclohepta[c]pyridine C(C1=CC=CC=C1)OC=1C2=C(C(=NC1)F)C[C@@H]1CC[C@H]2N1